BrC1=NN(C=C1)C1=NC=CC=C1Cl 3-BROMo-1-(3-CHLORoPYRIDIN-2-YL)-1H-PYRAZOL